(6-chloropyridin-2-yl)(3-fluoro-4-hydroxy-1-azaspiro[4.4]nonan-1-yl)methanone ClC1=CC=CC(=N1)C(=O)N1CC(C(C12CCCC2)O)F